CN(CCN(C)CC1=C(C(=CC(=C1)CC)OC)OCCCCCCCCCCCC)C N,N-Dimethyl-N'-(2-dodecyloxy-5-ethyl-3-methoxybenzyl)-N'-methylethan-1,2-diamin